1,1-bis-(4-hydroxyphenyl)-ethane OC1=CC=C(C=C1)C(C)C1=CC=C(C=C1)O